C(CCCCCCCCC#C)O undec-10-yn-1-ol